CN(C(OC(C)(C)C)=O)CC=1C=NN(C1)CC=1C=NC(=CC1)C(F)(F)F tert-Butyl methyl((1-((6-(trifluoromethyl)pyridin-3-yl)methyl)-1H-pyrazol-4-yl)methyl)carbamate